CC1=CC=C(C=C1)OC 4-Methylanisol